3-{[2-(4-chlorophenyl)imidazo[1,2-a]pyrimidin-3-yl]methyl}-N-(2,6-dimethylphenyl)-3,8-diazabicyclo[3.2.1]octane-8-carboxamide ClC1=CC=C(C=C1)C=1N=C2N(C=CC=N2)C1CN1CC2CCC(C1)N2C(=O)NC2=C(C=CC=C2C)C